N(=[N+]=[N-])[C@H]1[C@@H]([C@@H]([C@@H](OC)O[C@@H]1C)O)OCC1=CC=CC=C1 Methyl 4-azido-3-O-benzyl-4,6-dideoxy-α-D-mannopyranoside